CO[Si](CCCNCCN)(OC)OC Trimethoxy(aminoethylaminopropyl)silan